(1R,2S)-2-(3-{[5-(difluoromethoxy)-6-(morpholin-4-yl)pyrimidin-4-yl]amino}-1H-indazol-6-yl)-5'-methoxyspiro[cyclopropane-1,3'-indol]-2'(1'H)-one FC(OC=1C(=NC=NC1N1CCOCC1)NC1=NNC2=CC(=CC=C12)[C@@H]1C[C@@]12C(NC1=CC=C(C=C21)OC)=O)F